(S)-N1,N1-diethyl-3,3-dimethyl-1,2-butanediamine C(C)N(C[C@H](C(C)(C)C)N)CC